C(CCCCCCC)(=O)OCCCCCCCCC nonyl octanate